C(C(C)C)C1=CC(=C(C#N)C=C1)N1CCN(CC1)CC1=NN(C=C1)C 4-isobutyl-2-(4-((1-methyl-1H-pyrazol-3-yl)methyl)piperazin-1-yl)benzonitrile